Dibutyl 9,9'-((3-((2-(4-(2-((5-(bis(9-butoxy-2-hydroxy-9-oxononyl)amino)pentanoyl)oxy)ethyl)piperazin-1-yl)ethyl)disulfaneyl)propyl)azanediyl)bis(8-hydroxy nonanoate) C(CCC)OC(CCCCCCC(CN(CCCCC(=O)OCCN1CCN(CC1)CCSSCCCN(CC(CCCCCCC(=O)OCCCC)O)CC(CCCCCCC(=O)OCCCC)O)CC(CCCCCCC(OCCCC)=O)O)O)=O